C(#N)C=1C=C2C(=CNC2=CC1C)CCNC(C)=O N-[2-(5-cyano-6-methyl-1H-indol-3-yl)ethyl]acetamide